OCC1(C(CC2=CC=C(C=C12)C)C)O (Hydroxymethyl)-2,6-dimethyl-2,3-dihydro-1H-inden-1-ol